2-(3-Methylpyrazin-2-yl)-5-(non-1-en-1-yl)-7-oxo-4,7-dihydropyrazolo[1,5-a]pyrimidine-3-carboxylic acid (E)-ethyl ester C(C)OC(=O)C=1C(=NN2C1NC(=CC2=O)\C=C\CCCCCCC)C2=NC=CN=C2C